C(C)(C)(C)OC(=O)N1CCC(CC1)N1C=NC(=C1)I 4-(4-iodo-1H-imidazol-1-yl)piperidine-1-carboxylic acid tert-butyl ester